C1(CC1)CN1C=CC2=NN(C(C(=C21)C=2C=NC(=CC2)CC)=O)C=2C=CC1=C(N(C(=N1)C)C)C2 5-(cyclopropylmethyl)-2-(1,2-dimethyl-1H-benzo[d]imidazol-6-yl)-4-(6-ethylpyridin-3-yl)-2,5-dihydro-3H-pyrrolo[3,2-c]pyridazin-3-one